1-Ethyl-6,8-difluoro-7-(4-(4-((3-hydroxy-4-(methoxycarbonyl)phenyl)amino)-4-oxobutan-oyl)-3-methylpiperazin-1-yl)-4-oxo-1,4-dihydroquinoline-3-carboxylic acid C(C)N1C=C(C(C2=CC(=C(C(=C12)F)N1CC(N(CC1)C(CCC(=O)NC1=CC(=C(C=C1)C(=O)OC)O)=O)C)F)=O)C(=O)O